tert-butyl ((1R)-1-(5-(1-(2-(3,3-difluorocyclobutyl)acetamido)-2-methoxyethyl)-1H-benzo[d]imidazol-2-yl)-2-((1,1,1-trifluoro-2-methylpropan-2-yl)oxy)ethyl)carbamate FC1(CC(C1)CC(=O)NC(COC)C1=CC2=C(NC(=N2)[C@H](COC(C(F)(F)F)(C)C)NC(OC(C)(C)C)=O)C=C1)F